N[C@H]1CS(C2=C(N(C1=O)CC1=CC=C(C=C1)Cl)C=C(C(=C2)F)C2=NC(=NO2)CC)(=O)=O (3R)-3-amino-5-[(4-chlorophenyl)methyl]-7-(3-ethyl-1,2,4-oxadiazol-5-yl)-8-fluoro-1,1-dioxo-2,3-dihydro-1lambda6,5-benzothiazepin-4-one